(R)-(3-fluorobutyl)benzene F[C@@H](CCC1=CC=CC=C1)C